C(#N)C1=CC=C(OC2=C(C=C(C=C2)NS(=O)(=O)CCC)C=2C3=C(C(N(C2)C)=O)NC=C3)C=C1 N-[4-(4-cyanophenoxy)-3-(6-methyl-7-oxo-6,7-dihydro-1H-pyrrolo[2,3-c]pyridin-4-yl)phenyl]propane-1-sulfonamide